(2-(3,8-diazabicyclo[3.2.1]octan-8-yl)-6,7-dihydrothiazolo[5,4-c]pyridin-5(4H)-yl)(1-methylcyclopentyl)methanone C12CNCC(CC1)N2C=2SC=1CN(CCC1N2)C(=O)C2(CCCC2)C